N-(8-amino-6-(5-amino-4-methylpyridin-3-yl)-7-fluoroisoquinolin-3-yl)-3-(3-(2-((2-(2,6-dioxopiperidin-3-yl)-1,3-dioxoisoindolin-4-yl)amino)ethoxy)propanamido)propanamide NC=1C(=C(C=C2C=C(N=CC12)NC(CCNC(CCOCCNC1=C2C(N(C(C2=CC=C1)=O)C1C(NC(CC1)=O)=O)=O)=O)=O)C=1C=NC=C(C1C)N)F